3-(5-Amino-6-(1H-pyrazol-1-yl)pyrazin-2-yl)-N-(4-cyanobicyclo[2.1.1]hexan-1-yl)-4-methylbenzenesulfonamide Trifluoroacetate Salt FC(C(=O)O)(F)F.NC=1N=CC(=NC1N1N=CC=C1)C=1C=C(C=CC1C)S(=O)(=O)NC12CCC(C1)(C2)C#N